[NH4+].C(=O)[O-] formic acid ammonium salt